N-(3-(1H-imidazol-4-yl)propyl)-4-(2',3',4',5'-tetrahydro-[1,1'-biphenyl]-4-yl)-1H-indazol-3-amine N1C=NC(=C1)CCCNC1=NNC2=CC=CC(=C12)C1=CC=C(C=C1)C=1CCCCC1